4-[3-(2-chloro-5-ethyl-4-methoxybenzoyl)-2,4-dihydro-1,3-benzoxazin-8-yl]-5-fluoro-2-morpholin-4-yl-benzoin ClC1=C(C(=O)N2COC3=C(C2)C=CC=C3C3=CC(=C(C=C3F)C(=O)C(O)C3=CC=CC=C3)N3CCOCC3)C=C(C(=C1)OC)CC